methyl (2-chlorophenyl) ((R)-2-((3-cyano-5-fluorobenzyl)oxy)-3-(heptadecyloxy)propyl) phosphate P(=O)(OC)(OC1=C(C=CC=C1)Cl)OC[C@@H](COCCCCCCCCCCCCCCCCC)OCC1=CC(=CC(=C1)F)C#N